[Cu+2].[S+]1=CC=CC2=CC=CC=C12 thiochromenium copper